2-(2,6-dioxopiperidin-3-yl)-1-oxo-N-((R)-2,2,2-trifluoro-1-(3-fluorophenyl)ethyl)isoindoline-5-carboxamide O=C1NC(CCC1N1C(C2=CC=C(C=C2C1)C(=O)N[C@@H](C(F)(F)F)C1=CC(=CC=C1)F)=O)=O